((1s,3s)-3-hydroxy-3-methylcyclobutyl)(7-(4-methoxy-3-(trifluoromethyl)phenyl)-2-azaspiro[3.5]non-2-yl)methanone methyl-1-(2-chloro-5-methylpyrimidin-4-yl)-1H-imidazole-4-carboxylate COC(=O)C=1N=CN(C1)C1=NC(=NC=C1C)Cl.OC1(CC(C1)C(=O)N1CC2(C1)CCC(CC2)C2=CC(=C(C=C2)OC)C(F)(F)F)C